BrC1=CC=C(N=N1)\C=N\[S@](=O)C(C)(C)C (R,E)-N-((6-bromopyridazin-3-yl)methylene)-2-methylpropane-2-sulfinamide